(1aS,6aR)-3-nitro-6,6a-dihydro-1aH-indeno[1,2-b]oxirene [N+](=O)([O-])C=1C=CC=2C[C@@H]3[C@@H](O3)C2C1